FC=1C=C2C(N([C@]3(C(N([C@H](C3)C)C)=O)C2=CC1)CC1=CC=C(C=C1)OC)=O |o1:6,9| Rel-(1S,5'S)-5-fluoro-2-(4-methoxybenzyl)-1',5'-dimethyl-spiro[isoindoline-1,3'-pyrrolidine]-2',3-dione